C(#N)C=1C=CC(=C(C1)C1=CC(=NC=C1C(=O)NC=1SC2=NC(=CC=C2N1)C1=CC=C(C=C1)COC)C)OC 4-(5-cyano-2-methoxyphenyl)-N-(5-(4-(methoxymethyl)phenyl)thiazolo[5,4-b]pyridin-2-yl)-6-methylnicotinamide